C(C)(=O)[C@@]([C@]([C@@]([C@](C(=O)C(C)=O)(O)C(C)=O)(O)C(C)=O)(O)C(C)=O)(O)CO penta-acetylglucose